ClC1=CC=C(C=C1)[C@H](CC1=NOC(=N1)CN1C(N(C(=CC1=O)C1CC1)C)=O)O 3-({3-[(2S)-2-(4-chlorophenyl)-2-hydroxyethyl]-1,2,4-oxadiazol-5-yl}methyl)-6-cyclopropyl-1-methyl-1,2,3,4-tetrahydropyrimidine-2,4-dione